ClC1=C(C=CC2=C1C(=N[C@H](C=1N2C=C(C(N1)=O)CC)C)C1=C(C=CC=C1F)F)C(F)(F)F (5S)-8-chloro-7-(2,6-difluorophenyl)-2-ethyl-5-methyl-9-(trifluoromethyl)-5H-pyrimido[1,2-a][1,4]benzodiazepin-3-one